beta-ketoadipoyl-CoA O=C(CC(=O)SCCNC(CCNC([C@@H](C(COP(OP(OC[C@@H]1[C@H]([C@H]([C@@H](O1)N1C=NC=2C(N)=NC=NC12)O)OP(=O)(O)O)(=O)O)(=O)O)(C)C)O)=O)=O)CCC(=O)O